C(C)(C)NC1=C(C=NC2=CC=C(N=C12)C1=CC=NC=C1)C(=O)N 4-(isopropylamino)-6-(pyridin-4-yl)-1,5-naphthyridine-3-carboxamide